CCC(CCCC)O 3-Heptanol